(2-amino-2-methylpropoxy)(tert-butyl)dimethylsilane NC(CO[Si](C)(C)C(C)(C)C)(C)C